CC(CCC(C=1N=NNN1)NC1=CC=CC2=CC=CC=C12)C [4-methyl-1-(2H-tetraazol-5-yl)pentyl]-1-naphthylamine